keto-stearyl alcohol O=CCCCCCCCCCCCCCCCCCO